1-(4-cyclopropoxyphenyl)-2-cyclopropylethanol C1(CC1)OC1=CC=C(C=C1)C(CC1CC1)O